CC1=CC(=NC(=N1)N)NC=1N=CC2=CN=C(C=C2C1)C=1C=NC=CC1C 6-methyl-N4-(6-(4-methylpyridin-3-yl)-2,7-naphthyridin-3-yl)pyrimidine-2,4-diamine